5-chloro-N-(((2S,3R)-6,6-difluoro-2-methylmorpholin-3-yl)methyl-d2)pyridin-2-amine hydrochloride Cl.ClC=1C=CC(=NC1)NC([2H])([2H])[C@H]1NCC(O[C@H]1C)(F)F